tert-Butyl (R)-(2-(tert-butoxy)-1-(7-chloroimidazo[1,2-b]pyridazin-2-yl)ethyl)carbamate C(C)(C)(C)OC[C@@H](C=1N=C2N(N=CC(=C2)Cl)C1)NC(OC(C)(C)C)=O